1-[3,4-difluoro-2-(2,2,2-trifluoroethoxy)phenyl]-N-[4-(2-hydroxypropan-2-yl)phenyl]-2-oxo-1,2-dihydropyridine-3-carboxamide FC=1C(=C(C=CC1F)N1C(C(=CC=C1)C(=O)NC1=CC=C(C=C1)C(C)(C)O)=O)OCC(F)(F)F